ClC1=C(SC=C1)S(=O)(=O)N 3-chlorothiophene-2-sulfonamide